tert-Butyl 3-(7-bromo-5-sulfamoylbenzo[d]oxazol-2-yl)-3,8-diazabicyclo[3.2.1]octane-8-carboxylate BrC1=CC(=CC=2N=C(OC21)N2CC1CCC(C2)N1C(=O)OC(C)(C)C)S(N)(=O)=O